(S)-tert-butyl 6-(2-(rac-(3S,4S)-1,4-dimethylpyrrolidin-3-yl)benzo[d]thiazol-5-yl)-3-methyl-3,4-dihydropyridine-1(2H)-carboxylate CN1C[C@H]([C@@H](C1)C)C=1SC2=C(N1)C=C(C=C2)C2=CC[C@@H](CN2C(=O)OC(C)(C)C)C |&1:3,4|